C(C)C(CN1N=CC(=C1)I)CC 1-(2-Ethylbutyl)-4-iodo-1H-pyrazole